C(C)(C)(C)OOC1(CC(CC(C1)(C)C)C)OOC(C)(C)C 1,1-di(tert-butylperoxy)-3,5,5-trimethylcyclohexane